2-acetyl-10,10-dimethyl-9-oxo-2-azaspiro[5.5]undec-7-ene-8-carbonitrile C(C)(=O)N1CC2(CCC1)C=C(C(C(C2)(C)C)=O)C#N